FC1(CCC(CC1)NC(C(=O)O)=O)F 2-((4,4-difluorocyclohexyl)amino)-2-oxoacetic acid